1-carboxy-5,5-diacetyl-pentadecane C(=O)(O)CCCCC(CCCCCCCCCC)(C(C)=O)C(C)=O